NCC(=O)NCC=CC1=C2C(=NC=3C=C4C(=CC13)OCO4)C4=CC1=C(C(N4C2)=O)COC(C1(O)CC)=O 2-amino-N-(3-(7-ethyl-7-hydroxy-8,11-dioxo-7,8,11,13-tetrahydro-10H-[1,3]dioxolo[4,5-g]pyrano[3',4':6,7]indolizino[1,2-B]quinolin-14-yl)allyl)acetamide